FC(C1=CC=C(C=C1)C1=NN=C(C2=CC=CC=C12)NCC1(CC1)NC(C=C)=O)(F)F N-(1-(((4-(4-(trifluoromethyl)phenyl)phthalazin-1-yl)amino)methyl)cyclopropyl)acrylamide